C(C)(C)(C)OC(=O)N1CC(N(C(C1)=O)C)C1=CC=C(C=C1)[N+](=O)[O-] 4-methyl-3-(4-nitrophenyl)-5-oxopiperazine-1-carboxylic acid tert-butyl ester